ClC=1C=NC=C(C1CC1=CC=C(C=C1)OC(F)F)N1N=CC=C1 3-chloro-4-[[4-(difluoromethoxy)phenyl]methyl]-5-(1H-pyrazol-1-yl)pyridine